ClC1(NC=CC(=N1)Cl)SC 2-chloro-4-chloro-2-(methylthio)pyrimidine